BrC=1C=C(C2=C(C(=CO2)COC2=C(C=CC=C2)CC(=O)OCC)C1)CN1[C@@H](CCC1)C(F)(F)F (S)-ethyl 2-(2-((5-bromo-7-((2-(trifluoromethyl)pyrrolidin-1-yl)methyl)benzofuran-3-yl)methoxy)phenyl)acetate